2'-chloro-6-fluoro-5'-(2-(isobutylamino)-1-phenylethyl)-5-(2-methoxyethoxy)-[1,1'-biphenyl]-2-carbonitrile ClC1=C(C=C(C=C1)C(CNCC(C)C)C1=CC=CC=C1)C=1C(=CC=C(C1F)OCCOC)C#N